FC(C=1C(=C(C=CC1)[C@@H](C)NC=1C2=C(N=C(N1)C)C=NC(=C2)N2CC=1N(CC2)N=CN1)F)F N-{(1R)-1-[3-(difluoromethyl)-2-fluorophenyl]ethyl}-6-(5,6-dihydro[1,2,4]triazolo[1,5-a]pyrazin-7(8H)-yl)-2-methylpyrido[3,4-d]pyrimidin-4-amine